(2S)-2-[[2-[(1,1-dioxo-3,4-dihydro-2H-thiochromen-6-yl)amino]-5-(5-methyloxazol-2-yl)pyrimidin-4-yl]amino]-2-phenyl-ethanol O=S1(CCCC2=CC(=CC=C12)NC1=NC=C(C(=N1)N[C@H](CO)C1=CC=CC=C1)C=1OC(=CN1)C)=O